N-((1-(2-methylbenzyl)piperidin-4-yl)methyl)nicotinamide CC1=C(CN2CCC(CC2)CNC(C2=CN=CC=C2)=O)C=CC=C1